C1(=CC=CC=C1)N(C1=CC=CC=C1)CC Phenyl-ethyl-Aniline